4-((2-cyanophenyl)thio)-6-(1-((S)-1-((R)-2-hydroxypropyl)pyrrolidin-3-yl)-1H-pyrazol-4-yl)pyrazolo[1,5-a]pyridine-3-carbonitrile C(#N)C1=C(C=CC=C1)SC=1C=2N(C=C(C1)C=1C=NN(C1)[C@@H]1CN(CC1)C[C@@H](C)O)N=CC2C#N